COC1=C(C=NC(=C1)S(=O)(=O)C)NCC#CC=1N(C=2C=CC=C(C2C1)NC1CCN(CC1)C)CC(F)(F)F 2-(3-((4-methoxy-6-(methylsulfonyl)pyridin-3-yl)amino)prop-1-yn-1-yl)-N-(1-methylpiperidin-4-yl)-1-(2,2,2-trifluoroethyl)-1H-indol-4-amine